N-((S)-1-(3-chlorophenyl)-2-hydroxyethyl)-2-(6,6-dimethyl-2-(2-((1-methyl-1H-pyrazol-5-yl)amino)pyrimidin-4-yl)-4-oxo-4H-thieno[2,3-c]pyrrol-5(6H)-yl)propanamide ClC=1C=C(C=CC1)[C@@H](CO)NC(C(C)N1C(C2=C(C1=O)C=C(S2)C2=NC(=NC=C2)NC2=CC=NN2C)(C)C)=O